C(C)(C)(C)OC(N[C@H]1C[C@@H](OC[C@@H]1C)C(=O)N1[C@H](C2=CC=CC=C2CC1)C1=CC=C(C=C1)F)=O ((2r,4S,5r)-2-((S)-1-(4-fluorophenyl)-1,2,3,4-tetrahydroisoquinoline-2-carbonyl)-5-methyltetrahydro-2H-pyran-4-yl)carbamic acid tert-butyl ester